di-tert-octyl-p-methylphenol C(C)(C)(CC(C)(C)C)C=1C(=C(C=CC1C)O)C(C)(C)CC(C)(C)C